N,N-diisopropylmethacrylamide C(C)(C)N(C(C(=C)C)=O)C(C)C